C(CCCCCCCCC)N(C=1C(=CC=CC1)C)CCCCCCCCCC N,N-didecyltoluidine